C(C)(=O)N1CC2=C(CC1)N(N=C2N2CCN(C1=CC(=CC=C21)Br)C(=O)OC(C)(C)C)C2CCOCC2 tert-Butyl 4-[5-acetyl-1-(oxan-4-yl)-4H,6H,7H-pyrazolo[4,3-c]pyridin-3-yl]-7-bromo-2,3-dihydroquinoxaline-1-carboxylate